2-(3,4-dimethylpiperazin-1-yl)-5-((4-fluorophenyl)ethynyl)benzene CC1CN(CCN1C)C1=CC=C(C=C1)C#CC1=CC=C(C=C1)F